C1(CCCC1)C(C1=CC=C(O1)C=1N=NN(C1)C1=C(C=C(C=C1)NS(=O)(=O)C)N1CCC2(CC2)CC1)O N-(4-(4-(5-(cyclopentyl(hydroxy)methyl)furan-2-yl)-1H-1,2,3-triazol-1-yl)-3-(6-azaspiro[2.5]octan-6-yl)phenyl)methanesulfonamide